FC1=CC=C(CNC(=O)C2=CC=C(C=C2)N2C(N(C3=C2C=NC=C3)C=3C=C(C=CC3)NC(OC(C)(C)C)=O)=O)C=C1 tert-butyl (3-(3-(4-((4-fluorobenzyl)carbamoyl)phenyl)-2-oxo-2,3-dihydro-1H-imidazo[4,5-c]pyridin-1-yl)phenyl)carbamate